4-(4-(1-(3-Fluorobenzyl)azetidine-3-carbonyl)-3,4-dihydro-2H-pyrido[4,3-b][1,4]oxazin-8-yl)-3-oxopiperazine-1-carbonitrile FC=1C=C(CN2CC(C2)C(=O)N2C3=C(OCC2)C(=CN=C3)N3C(CN(CC3)C#N)=O)C=CC1